4-{[6-(5-chloro-2-fluorophenyl)pyridazin-4-yl]Amino}-N-(1-methylpiperidin-4-yl)-1,7-naphthyridine-6-carboxamide ClC=1C=CC(=C(C1)C1=CC(=CN=N1)NC1=CC=NC2=CN=C(C=C12)C(=O)NC1CCN(CC1)C)F